(3-(3-methylpyridin-4-yl)imidazo[1,2-a]pyrimidin-2-yl)-3,4-dihydro-2H-benzo[b][1,4]oxazine CC=1C=NC=CC1C1=C(N=C2N1C=CC=N2)C2CNC1=C(O2)C=CC=C1